methyl 3-(N-(2-(3,3-difluoropiperidin-1-yl)-5-(trifluoromethyl) phenyl) sulfamoyl)-4-methoxybenzoate FC1(CN(CCC1)C1=C(C=C(C=C1)C(F)(F)F)NS(=O)(=O)C=1C=C(C(=O)OC)C=CC1OC)F